C(C=C)N1N(C2=NC(=NC=C2C1=O)NC1=CC=C(C=C1)F)C1=NC(=NC=C1)NC1CCN(CC1)C 2-allyl-6-(p-fluorophenylamino)-1-[2-(1-methyl-4-piperidylamino)-4-pyrimidinyl]-1,2-dihydro-3H-1,2,5,7-tetraazainden-3-one